tripotassium phosphate salt P(=O)([O-])([O-])[O-].[K+].[K+].[K+]